2-[4-(difluoromethoxy)-2-(methoxymethoxy)-6-methylphenyl]-4,4,5,5-tetramethyl-1,3,2-dioxaborolane FC(OC1=CC(=C(C(=C1)C)B1OC(C(O1)(C)C)(C)C)OCOC)F